5-[5-[(3-fluoroazetidin-3-yl)methoxy]-2-prop-1-ynyl-4-pyridyl]-N-(1-methylpyrazol-3-yl)pyrazolo[1,5-a]pyridin-2-amine FC1(CNC1)COC=1C(=CC(=NC1)C#CC)C1=CC=2N(C=C1)N=C(C2)NC2=NN(C=C2)C